(E)-ethyl 5-(3-(2-cyano-2-(6-methoxy-3H-imidazo[4,5-C]pyridin-2-yl) vinyl)-2,5-dimethyl-1H-pyrrol-1-yl)-2-methylthiazole-4-carboxylate C(#N)\C(=C/C1=C(N(C(=C1)C)C1=C(N=C(S1)C)C(=O)OCC)C)\C1=NC2=C(C=NC(=C2)OC)N1